1-aminopropyl-2,3-dimethyl-imidazole bromide [Br-].NC(CC)C=1N(C(=NC1)C)C